6-(6-(allyloxy)-2,3-dichlorophenyl)-3-(piperidin-4-ylmethyl)-6,7-dihydro-5H-pyrrolo[2,1-c][1,2,4]triazole C(C=C)OC1=CC=C(C(=C1C1CC2=NN=C(N2C1)CC1CCNCC1)Cl)Cl